C(#N)C1=NC2=CC(=CC(=C2N=C1N1CC(CCC1)O)[C@@H](C)NC1=C(C(=O)O)C=CC=C1)C 2-(((1R)-1-(2-cyano-3-(3-hydroxy-piperidin-1-yl)-7-methylquinoxalin-5-yl)ethyl)amino)benzoic acid